ethyl 3-[5-(chloromethyl)-1,3,4-thiadiazol-2-yl]-2-acetamido-3,3-difluoropropionate ClCC1=NN=C(S1)C(C(C(=O)OCC)NC(C)=O)(F)F